2-fluoro-8-(4-neopentylpyridin-2-yl)benzofuro[2,3-b]pyridine FC1=CC=C2C(=N1)OC1=C2C=CC=C1C1=NC=CC(=C1)CC(C)(C)C